2-(6-{4-[(4-chloro-2-fluorobenzyl)oxy]-5-fluoropyrimidin-2-yl}-6-azaspiro[2.5]oct-1-yl)-1-[(2S)-oxetan-2-ylmethyl]-1H-benzimidazole-6-carboxylic acid methyl ester COC(=O)C=1C=CC2=C(N(C(=N2)C2CC23CCN(CC3)C3=NC=C(C(=N3)OCC3=C(C=C(C=C3)Cl)F)F)C[C@H]3OCC3)C1